C(C=C)OC(=O)[C@@H]1CC[C@H]2N1C([C@H](CN(CC2)C(C)=O)NC(=O)OC(C)(C)C)=O (5S,8S,10aR)-3-acetyl-5-((tert-butoxycarbonyl)amino)-6-oxodecahydropyrrolo[1,2-a][1,5]diazocine-8-carboxylic acid allyl ester